CO[Si](N(C)C)(OC)OC 1,1,1-trimethoxy-N,N-dimethylsilanamine